BrC1=CC(N(C=C1)C(CN(C)C)C1=CC(=CC=C1)C(F)(F)F)=O 4-Bromo-1-(2-(dimethylamino)-1-(3-(trifluoromethyl)phenyl)ethyl)pyridin-2(1H)-one